Ethyl (R)-3-(4-bromophenoxy)-2-hydroxypropanoate BrC1=CC=C(OC[C@H](C(=O)OCC)O)C=C1